C(C)N(CC(COC1=CC(=CC(=C1)CCCCCCCCCCCCCCC)OCC(CCCC)CC)O)CC 1-(diethylamino)-3-(3-((2-ethylhexyl)oxy)-5-pentadecylphenoxy)propan-2-ol